1,2-Cyclobutanedimethanol C1(C(CC1)CO)CO